BrC1=C(C=C(C=C1)C=1C=NN(C1C)C)C1N(CCN(C1)C(=O)OC(C)(C)C)C(=O)OC(C)(C)C di-tert-butyl 2-(2-bromo-5-(1,5-dimethyl-1H-pyrazol-4-yl)phenyl)piperazine-1,4-dicarboxylate